O[C@H]1[C@@H](CNCC1)N1C=NC2=C(C1=O)SC=C2 3-[(trans)-4-hydroxypiperidin-3-yl]thieno[3,2-d]pyrimidin-4-one